ClC1=NC=C2C(=N1)N(N=C2C2=C(C(=C(C(=C2)C(F)(F)F)F)OCOC)F)C2OCCCC2 6-Chloro-3-(2,4-difluoro-3-(methoxymethoxy)-5-(trifluoromethyl)phenyl)-1-(tetrahydro-2H-pyran-2-yl)-1H-pyrazolo[3,4-d]pyrimidine